CC1=NC=C(C=N1)C(=O)N1CC2=C(C=C(C=C2CC1)C=1C=C2C(=NC1)NC=C2C)[C@H]2N(CCC2)C(=O)OC(C)(C)C tert-butyl (S)-2-[2-(2-methylpyrimidine-5-carbonyl)-6-(3-methyl-1H-pyrrolo[2,3-b]pyridin-5-yl)-1,2,3,4-tetrahydroisoquinolin-8-yl]pyrrolidine-1-carboxylate